O=C1C2=C(C3=C1C=NC1=CC=C(C=C31)NC3=C(C(=O)O)C=CN=C3)C=NC(=N2)C(F)(F)F 3-((7-oxo-9-(trifluoromethyl)-7H-pyrimido[5',4':3,4]cyclopenta[1,2-c]quinolin-2-yl)amino)isonicotinic acid